Cl.FC1(CCC(CC1)[C@H](NC(=O)C=1N(N=CN1)C(C)C)C=1N=C2N(N=CC(=N2)[C@@H]2NCC[C@@H](C2)O)C1)F N-[(S)-(4,4-Difluorocyclohexyl){3-[(2R,4S)-4-hydroxypiperidin-2-yl]imidazo[1,2-b]-[1,2,4]triazin-6-yl}methyl]-2-isopropyl-1,2,4-triazole-3-carboxamide hydrochloride